N-(4-chloro-1-methyl-7-nitro-1H-indazol-3-yl)methanesulfonamide ClC1=C2C(=NN(C2=C(C=C1)[N+](=O)[O-])C)NS(=O)(=O)C